C(C)(C)(C)C=1C=CC2=C([C@H](NS2(=O)=O)C2=CC=C(C=C2)OC)C1 (R)-5-(tert-butyl)-3-(4-methoxyphenyl)-2,3-dihydrobenzo[d]isothiazole 1,1-dioxide